methyl (S)-2-(4-((tert-butyldimethylsilyl)oxy)-2-oxopyrrolidin-1-yl)acetate [Si](C)(C)(C(C)(C)C)O[C@H]1CC(N(C1)CC(=O)OC)=O